C1(=CC=CC=C1)[C@H](CCC)N (S)-1-phenylbutan-1-amine